BrC1=C2CN(C(C2=CC=C1CN1CCN(CC1)C1=CC=C(C=C1)[C@H]1[C@H](COC2=CC(=CC=C12)O)C1=CC=CC=C1)=O)C1C(NC(CC1)=O)=O 3-(4-bromo-5-((4-(4-((3S,4R)-7-hydroxy-3-phenylchroman-4-yl)phenyl)piperazin-1-yl)methyl)-1-oxoisoindolin-2-yl)piperidine-2,6-dione